2'-chloro-5'-methoxy-N-{5-[(3-methoxyphenyl)carbamoyl]-1,3,4-thiadiazol-2-yl}-6-methyl-[4,4'-bipyridine]-3-carboxamide ClC1=NC=C(C(=C1)C1=C(C=NC(=C1)C)C(=O)NC=1SC(=NN1)C(NC1=CC(=CC=C1)OC)=O)OC